[Pd].C1(=CC=CC=C1)P(C1=CC=CC=C1)C1=CC=CC=C1.C1(=CC=CC=C1)P(C1=CC=CC=C1)C1=CC=CC=C1 bis(triphenylphosphine) palladium